5-methoxy-2,3-dihydro-1,4-benzodioxine-7-carbaldehyde COC1=CC(=CC=2OCCOC21)C=O